Bis-biphenyl-4-yl-(7-dibenzofuran-4-yl-9,9-diphenyl-9H-fluoren-4-yl)amine C1(=CC=C(C=C1)N(C1=CC=CC=2C(C3=CC(=CC=C3C12)C1=CC=CC2=C1OC1=C2C=CC=C1)(C1=CC=CC=C1)C1=CC=CC=C1)C1=CC=C(C=C1)C1=CC=CC=C1)C1=CC=CC=C1